racemic-5-methoxy-4-((6-(4-(methoxycarbonyl)phenyl)-2-oxa-7-azaspiro[3.5]non-7-yl)methyl)-7-methyl-1H-indole-1-carboxylic acid tert-butyl ester C(C)(C)(C)OC(=O)N1C=CC2=C(C(=CC(=C12)C)OC)CN1[C@H](CC2(COC2)CC1)C1=CC=C(C=C1)C(=O)OC |r|